2-phosphonobutane P(=O)(O)(O)C(C)CC